(R/S)-N-(4-((5-ethyl-2,4-dimethyl-4,5-dihydro-2H-[1,2,3]triazolo[4,5-c][1,7]naphthyridin-6-yl)amino)-5-(propanoyl-3,3,3-d3)pyridin-2-yl)cyclopropanecarboxamide C(C)N1[C@@H](C=2C(C=3C=CN=C(C13)NC1=CC(=NC=C1C(CC([2H])([2H])[2H])=O)NC(=O)C1CC1)=NN(N2)C)C |r|